FC(C1(CC1)C1=NC=CC(=C1)CC1CC2(CN(C2)C(=O)N2C[C@@H]3[C@@H](OCC(N3)=O)CC2)C1)(F)F (4aR,8aS)-6-[6-[[2-[1-(trifluoromethyl)cyclopropyl]-4-pyridyl]methyl]-2-azaspiro[3.3]heptane-2-carbonyl]-4,4a,5,7,8,8a-hexahydropyrido[4,3-b][1,4]oxazin-3-one